C(C)(=O)NCCOC[C@@]12C[C@H](N[C@H]2C1)C(=O)OC methyl (1S,3S,5R)-5-((2-acetamidoethoxy)methyl)-2-azabicyclo[3.1.0]hexane-3-carboxylate